4-{[3-(4-{[(3R,4S)-1-[(2R)-2,3-dihydroxypropyl]-3-fluoropiperidin-4-yl]amino}-1-(2,2,2-trifluoroethyl)-1H-indol-2-yl)prop-2-yn-1-yl]amino}-3-methoxybenzene-1-sulfonamide O[C@H](CN1C[C@H]([C@H](CC1)NC1=C2C=C(N(C2=CC=C1)CC(F)(F)F)C#CCNC1=C(C=C(C=C1)S(=O)(=O)N)OC)F)CO